2,21-dihydroxypregna-1,4-diene-3,11,20-trione OC=1C(C=C2CC[C@H]3[C@@H]4CC[C@H](C(CO)=O)[C@]4(CC([C@@H]3[C@]2(C1)C)=O)C)=O